[C@H]12C[C@@H](CC[C@@H]2O1)NC(OCC1=CC=CC=C1)=O benzyl (1R,3R,6S)-7-oxabicyclo[4.1.0]hept-3-ylcarbamate